zinc azane N.[Zn]